4-(((1-(tert-butyl)-5-chloro-6-oxo-1,6-dihydropyridazin-4-yl)oxy)methyl)benzoic acid C(C)(C)(C)N1N=CC(=C(C1=O)Cl)OCC1=CC=C(C(=O)O)C=C1